2-[2-[2-Chloro-3-[2-(1,3-dihydro-1,3,3-trimethyl-2H-indol-2-ylidene)-ethylidene]-1-cyclohexen-1-yl]-ethenyl]-1,3,3-trimethyl-3H-indolium ClC1=C(CCCC1=CC=C1N(C2=CC=CC=C2C1(C)C)C)C=CC1=[N+](C2=CC=CC=C2C1(C)C)C